FC=1C=C(\C=C/2\C(N(C(=N2)C(F)(F)F)C)=O)C=C(C1O)F (Z)-5-(3,5-difluoro-4-hydroxybenzylidene)-3-methyl-2-(trifluoromethyl)-3,5-dihydro-4H-imidazol-4-one